methyl 2-(trifluoromethyl)-5,6-dihydro-4H-cyclopenta[b]thiophene-3-carboxylate FC(C1=C(C2=C(S1)CCC2)C(=O)OC)(F)F